3-Ethyl-5-[2-(7-methyl-quinoline-8-sulfonylamino)-phenylethynyl]-pyridine-2-carboxylic acid C(C)C=1C(=NC=C(C1)C#CC1=C(C=CC=C1)NS(=O)(=O)C=1C(=CC=C2C=CC=NC12)C)C(=O)O